CN(S(=O)(=O)C=1C=C(C=CC1)N1N=C(C(C1=O)C(=O)OC1=CC=C(C=C1)[N+](=O)[O-])C)C 4-nitrophenyl 1-(3-(N,N-dimethylsulfamoyl)phenyl)-3-methyl-5-oxo-4,5-dihydro-1H-pyrazole-4-carboxylate